O1COC2=C1C=CC(=C2)CC(=O)NN2C(=NC1=CC=CC=C1C2=O)N(CC)CC 2-Benzo[1,3]dioxol-5-yl-N-(2-diethylamino-4-oxo-4H-quinazolin-3-yl)-acetamide